[C@H](C)(CC)[C@@H]1N(CC2=C(NC1=O)C=CC=C2)C(=O)C=2NC(=CC2)C(=O)N2CC(C2)O (S)-3-((S)-sec-butyl)-4-(5-(3-hydroxyazetidine-1-carbonyl)-1H-pyrrole-2-carbonyl)-1,3,4,5-tetrahydro-2H-benzo[e][1,4]diazepin-2-one